C(CCCC1=C(C=CC(=C1)C)S(=O)(=O)[O-])C1=C(C=CC(=C1)C)S(=O)(=O)[O-] butane-1,4-diylbis(4-methylbenzenesulfonate)